N-(3-(1H-imidazol-2-yl)benzyl)-6'-fluoro-4'-oxo-3',4'-dihydro-1'H-spiro[piperidine-4,2'-quinoline]-1-carboxamide N1C(=NC=C1)C=1C=C(CNC(=O)N2CCC3(NC4=CC=C(C=C4C(C3)=O)F)CC2)C=CC1